1-(1,1-dimethylethyl)-2-methoxy-4-methyl-3,5-dinitro-benzene CC(C)(C)C1=C(C(=C(C(=C1)[N+](=O)[O-])C)[N+](=O)[O-])OC